COC(C1=C(C=C(C(=C1)Br)F)N(C(C)=O)C(C)=O)=O 2-(N-Acetylacetamido)-5-bromo-4-fluorobenzoic acid methyl ester